N-[2-(5-methyl-4-nitro-1H-indol-3-yl)ethyl]acetamide CC=1C(=C2C(=CNC2=CC1)CCNC(C)=O)[N+](=O)[O-]